(4-(3-amino-6-(2-hydroxyphenyl)pyridazin-4-yl)-2-methylpiperazin-1-yl)(3-methyloxetan-3-yl)methanone NC=1N=NC(=CC1N1CC(N(CC1)C(=O)C1(COC1)C)C)C1=C(C=CC=C1)O